[(3aR,6aS)-5-(4,6-Dimethyl-2-pyrimidinyl)hexahydropyrrolo[3,4-c]pyrrol-2(1H)-yl][2-fluoro-6-(2H-1,2,3-triazol-2-yl)phenyl]methanon CC1=NC(=NC(=C1)C)N1C[C@@H]2[C@H](C1)CN(C2)C(=O)C2=C(C=CC=C2N2N=CC=N2)F